1-(2-(piperidin-4-yl)ethyl)piperidine N1CCC(CC1)CCN1CCCCC1